N1(CCNCC1)C=1C=CC2=C(C=CO2)C1 5-piperazine-1-yl-benzofuran